C1(=CC(=CC=C1)C1SCC(=N1)C1=C(C=C(C=C1)C(F)(F)F)O)C 2-(2-(m-tolyl)-2,5-dihydrothiazol-4-yl)-5-(trifluoromethyl)phenol